C(C)OC=1C(=NC(=C(C1)N1[C@@H](CN(CC1)C(=O)C12CCC(CC1)(CC2)C(F)(F)F)CC)C(=O)N[C@H]2CNCC2)C=2C=NC=CC2 ethoxy-5-[(2R)-2-ethyl-4-[4-(trifluoromethyl)bicyclo[2.2.2]octane-1-carbonyl]piperazin-1-yl]-N-[(3R)-pyrrolidin-3-yl]-[2,3'-bipyridine]-6-carboxamide